dimethoxyadipamide COC(C(=O)N)(CCCC(=O)N)OC